N1C(=NC2=C1C=CC=C2)C(C2=C(C=CC=C2)O)N2C(C1=CC=CC=C1C2)=O ((1H-benzo[d]imidazole-2-yl)(2-hydroxyphenyl)methyl)isoindolin-1-one